2-[2-[tert-butyl(dimethyl)silyl]oxyethyl]-4-iodo-5-methyl-pyrazole-3-carboxylic acid [Si](C)(C)(C(C)(C)C)OCCN1N=C(C(=C1C(=O)O)I)C